fluoro-4,4'-di[4-(9-carbazolyl)styryl]biphenyl FC1=C(C=CC(=C1)C=CC1=CC=C(C=C1)N1C2=CC=CC=C2C=2C=CC=CC12)C1=CC=C(C=C1)C=CC1=CC=C(C=C1)N1C2=CC=CC=C2C=2C=CC=CC12